C(C1=CC=CC=C1)N1CC(OC(C1)CNC(=O)OC(C)(C)C)CNC(OC(C)(C)C)=O Tert-butyl N-[[4-benzyl-6-[(tert-butoxycarbonylamino)methyl]morpholin-2-yl]methyl]carbamate